trimethyl-[2-[[5-[(3R)-3-methylmorpholin-4-yl]-7-(2-methylsulfonylphenyl)imidazo[4,5-b]pyridin-3-yl]methoxy]ethyl]silane C[Si](CCOCN1C=NC=2C1=NC(=CC2C2=C(C=CC=C2)S(=O)(=O)C)N2[C@@H](COCC2)C)(C)C